C(C)OC1=NC=CC=C1C1=CC(=C2C(=N1)C=NN2C(C)C)N[C@H]2COCC2 |r| (±)-5-(2-ethoxy-3-pyridyl)-1-isopropyl-N-[tetrahydrofuran-3-yl]pyrazolo[4,3-b]pyridin-7-amine